C(C)(C)(C)OC(=O)N1[C@@H](C[C@H](C1)C1=CC=C(C=C1)F)CO (2S,4S)-4-(4-fluorophenyl)-2-(hydroxymethyl)pyrrolidine-1-carboxylic acid tert-butyl ester